NC1=C(C(=CC=C1)OC)C1=C(C=NN1C1OCCCC1)N 5-(2-amino-6-methoxy-phenyl)-1-(tetrahydro-pyran-2-yl)-1H-pyrazol-4-ylamine